4-[9-amino-6,7-dichloro-10-(1H-pyrazol-4-yl)-3,4-dihydro-1H-pyrazino[1,2-a]indol-2-yl]-N,N-dimethyl-4-oxo-butanamide NC=1C=2C(=C3N(C2C(=C(C1)Cl)Cl)CCN(C3)C(CCC(=O)N(C)C)=O)C=3C=NNC3